1-(2-(4-nitrophenoxy)ethyl)piperazine [N+](=O)([O-])C1=CC=C(OCCN2CCNCC2)C=C1